NN1C2=CC=C(C=C2C=2C=C(C=CC12)C)C 9-amino-3,6-dimethylcarbazole